N1C=CC=2C1=NC=CC2C2CN(C2)C2C(CCCC2)OC=2C=C1CN(C(C1=CC2)=O)C2C(NC(CC2)=O)=O 3-(5-((2-(3-(1H-pyrrolo[2,3-b]pyridin-4-yl)azetidin-1-yl)cyclohexyl)oxy)-1-oxoisoindolin-2-yl)piperidine-2,6-dione